6-(1-(8-Cyclobutyl-8-azabicyclo[3.2.1]octan-3-yl)piperidin-4-yl)-2-(3-fluoro-4-(methylsulfonyl)phenyl)-4-methyl-1H-benzo[d]imidazol C1(CCC1)N1C2CC(CC1CC2)N2CCC(CC2)C=2C=C(C1=C(NC(=N1)C1=CC(=C(C=C1)S(=O)(=O)C)F)C2)C